C1(CC1)CN1C(N(C(C2=CC(=CC=C12)S(=O)(=O)NC1(CC1)C)=O)C1(CNC1)C)=O 1-(cyclopropylmethyl)-3-(3-methylazetidin-3-yl)-N-(1-methylcyclopropyl)-2,4-dioxo-1,2,3,4-tetrahydroquinazoline-6-sulfonamide